2-(2-chloro-3-methylphenyl)-N-(4-(1-methyl-4-(trifluoromethyl)-1H-imidazol-2-yl)benzyl)-7H-purin-6-amine ClC1=C(C=CC=C1C)C1=NC(=C2NC=NC2=N1)NCC1=CC=C(C=C1)C=1N(C=C(N1)C(F)(F)F)C